OCC=1C=NC=CC1N1[C@H]([C@H](CC1)NS(=O)(=O)C)CO[C@@H]1CC[C@@H](CC1)C1=CC=CC=C1 N-((2R,3S)-1-(3-(hydroxymethyl)pyridin-4-yl)-2-((((CIS)-4-phenylcyclohexyl)oxy)methyl)pyrrolidin-3-yl)methanesulfonamide